NCC1=C(C=CC(=C1)F)C1=C(C=C(S1)C(C)NC1=NC(=NC2=CC(=C(C=C12)OC)OC)C)C N-(1-{5-[2-(aminomethyl)-4-fluorophenyl]-4-methyl-2-thienyl}ethyl)-6,7-dimethoxy-2-methylquinazolin-4-amine